ethyl sulfurate S(OCC)([O-])(=O)=O